methyl (2S,3S)-3-acetoxy-1-(7,8-dichloro-4-(1H-imidazol-1-yl)quinolin-2-yl)pyrrolidine-2-carboxylate C(C)(=O)O[C@@H]1[C@H](N(CC1)C1=NC2=C(C(=CC=C2C(=C1)N1C=NC=C1)Cl)Cl)C(=O)OC